2-((1S,2R)-1-(2-cyano-5-fluorophenyl)-1-(1,5-dimethyl-1H-pyrazol-3-yl)propan-2-yl)-5-hydroxy-N-(isoxazol-4-yl)-1-methyl-6-oxo-1,6-dihydropyrimidine-4-carboxamide C(#N)C1=C(C=C(C=C1)F)[C@H]([C@@H](C)C=1N(C(C(=C(N1)C(=O)NC=1C=NOC1)O)=O)C)C1=NN(C(=C1)C)C